(S)-N-(4-fluoro-3-methylphenyl)-2,3-dimethyl-4-oxo-6-(pyridin-3-ylmethyl)-2,4,5,6,7,8-hexahydropyrrolo[3,4-c]azepine-1-carboxamide FC1=C(C=C(C=C1)NC(=O)C=1N(C(=C2C(N[C@@H](CCC21)CC=2C=NC=CC2)=O)C)C)C